FC1(CN(CC12CCC2)C2=NC=C(C=1C2=CN(N1)C=1C(NC(NC1)=O)=O)F)F 5-[4-(8,8-difluoro-6-azaspiro[3.4]oct-6-yl)-7-fluoro-pyrazolo[4,3-c]pyridin-2-yl]-1H-pyrimidine-2,4-dione